C1CC[NH+]2C[C@@H]3C[C@H]([C@@H]2C1)CN4[C@@H]3CCCC4=O The molecule is an organic cation that is the conjugate acid of lupanine, arising from protonation of the tertiary amino function; major species at pH 7.3. It is an ammonium ion derivative and an organic cation. It is a conjugate acid of a lupanine.